CN1C(C(=C(C2=CC=CC=C12)N1CCC(CC1)C1=CC2=C(N=C(O2)C)C=C1)C#N)=O 1-methyl-4-[4-(2-methyl-1,3-benzooxazol-6-yl)piperidin-1-yl]-2-oxo-1,2-dihydroquinoline-3-carbonitrile